FC(C(CN1N=CC(=C1)C=1C=CC(=NC1C=1C=C2C(N(CC2=CC1)C)=O)C#N)(C)C)F 5-[1-(3,3-difluoro-2,2-dimethylpropyl)-1H-pyrazol-4-yl]-6-(2-methyl-3-oxo-2,3-dihydro-1H-isoindol-5-yl)pyridine-2-carbonitrile